ClC1=CC(=C(C=C1)/C=C/C(=O)NO)OCCCOC=1C(=NC(=NC1CC)N)N (E)-3-{4-Chloro-2-[3-(2,4-diamino-6-ethylpyrimidin-5-yloxy)propoxy]phenyl}-N-hydroxyacrylamide